dansyl-asparagine S(=O)(=O)(C1=CC=CC=2C(N(C)C)=CC=CC12)N[C@@H](CC(N)=O)C(=O)O